6-(4-amino-3-isopropyl-3H-imidazo[4,5-c]pyridin-6-yl)-1'-(oxetan-3-yl)-1-((1s,3s)-3-(piperidin-1-yl)cyclobutyl)spiro[indolin-3,4'-piperidin]-2-one NC1=NC(=CC2=C1N(C=N2)C(C)C)C2=CC=C1C(=C2)N(C(C12CCN(CC2)C2COC2)=O)C2CC(C2)N2CCCCC2